(2-Amino-4,5,6,7-tetrahydrobenzo[b]thiophen-3-yl)(2-aminophenyl)methanone NC1=C(C2=C(S1)CCCC2)C(=O)C2=C(C=CC=C2)N